FC(C1=NC=CC(=C1)N1N=CC(=N1)S(=O)(=O)Cl)(F)F 2-(2-(TRIFLUOROMETHYL)PYRIDIN-4-YL)-2H-1,2,3-TRIAZOLE-4-SULFONYL CHLORIDE